[N+](=O)([O-])C1=C2C(=CN(C2=CC=C1)COCC[Si](C)(C)C)CO (4-Nitro-1-((2-(trimethylsilyl)ethoxy)methyl)-1H-indol-3-yl)methanol